N1=NC(=CC2=C1C=CS2)O Thieno[3,2-c]Pyridazin-3-ol